(6-chloro-4,4-difluorohexyl)-4-methoxybenzenesulfonamide ClCCC(CCCC1=C(C=CC(=C1)OC)S(=O)(=O)N)(F)F